C(CCCCCCC\C=C/CCCCCCCC)OC[C@@H](OCCCCCCCC\C=C/CCCCCCCC)CO 1,2-dioleyl-sn-glycerol